tert-butyl 2-(cyclohexylamino)-5-(isopropylamino)nicotinate C1(CCCCC1)NC1=C(C(=O)OC(C)(C)C)C=C(C=N1)NC(C)C